FC1=C(C=CC=C1)C1=C(C(=CN1S(=O)(=O)C=1C=NC(=CC1)OC)C(=O)OC)OC methyl 5-(2-fluorophenyl)-4-methoxy-1-((6-methoxypyridin-3-yl) sulfonyl)-1H-pyrrole-3-carboxylate